C(C)OC(C(F)(F)C1=C(C=C(C=C1)Br)Cl)=O 2-(4-bromo-2-chlorophenyl)-2,2-difluoroacetic acid ethyl ester